N-hydroxyprop-2-enamide formate C(=O)O.ONC(C=C)=O